tert-butyl (S)-2-(((R)-(3-(2-((6-fluoro-2-methylpyridin-3-yl)oxy)-4-methyl-5-(trifluoromethyl)nicotinamido)phenyl)(methyl)(oxo)-λ6-sulfaneylidene)carbamoyl)pyrrolidine-1-carboxylate FC1=CC=C(C(=N1)C)OC1=C(C(=O)NC=2C=C(C=CC2)[S@](=O)(C)=NC(=O)[C@H]2N(CCC2)C(=O)OC(C)(C)C)C(=C(C=N1)C(F)(F)F)C